(R)-(-)-3-butyn-2-ol C[C@H](C#C)O